((7-methyl-1-((2-(trimethylsilyl)ethoxy)methyl)-1H-pyrrolo[3,2-b]pyridin-6-yl)carbamoyl)-acrylamide CC1=C2C(=NC=C1NC(=O)C(C(=O)N)=C)C=CN2COCC[Si](C)(C)C